OCC1=C(N=NN1C)C=1N=C(C(=NC1)O[C@@H]1C[C@H](CC1)C(=O)OCC)C |r| (±)-Trans-ethyl 3-((5-(5-(hydroxymethyl)-1-methyl-1H-1,2,3-triazol-4-yl)-3-methylpyrazin-2-yl)oxy)cyclopentanecarboxylate